Aminotetrazole NC1=NN=NN1